(3S,6S)-1,1-difluoro-N-[(2S)-4-hydroxy-3-oxo-1-[(3S)-2-oxopiperidin-3-yl]butan-2-yl]-5-(4-methoxy-1H-indole-2-carbonyl)-5-azaspiro[2.4]heptane-6-carboxamide FC1(C[C@@]12CN([C@@H](C2)C(=O)N[C@@H](C[C@H]2C(NCCC2)=O)C(CO)=O)C(=O)C=2NC1=CC=CC(=C1C2)OC)F